CC1(C(OBO1)(C)C)C Tetramethyl-[1,3,2]dioxaborolane